3-fluoro-α-methyl-DL-tyrosine FC=1C=C(C[C@](N)(C(=O)O)C)C=CC1O |r|